(S)-4-(5-(3-((2-((S)-3-carboxybutanoyl)-4,7-dichloro-6-methoxy-isoindolin-5-yl)oxy)propoxy)-6-methoxy-benzo[b]thiophen-2-yl)-2-methyl-4-oxobutanoic acid C(=O)(O)[C@H](CC(=O)N1CC2=C(C(=C(C(=C2C1)Cl)OCCCOC1=CC2=C(SC(=C2)C(C[C@@H](C(=O)O)C)=O)C=C1OC)OC)Cl)C